tert-butyl N-[2-[4-[[2-[3-[(E)-N'-hydroxycarbamimidoyl]phenyl]-1-(6-methoxy-1,3-benzothiazol-2-yl)ethyl]sulfamoyl]anilino]-2-oxo-ethyl]carbamate O\N=C(\N)/C=1C=C(C=CC1)CC(C=1SC2=C(N1)C=CC(=C2)OC)NS(=O)(=O)C2=CC=C(NC(CNC(OC(C)(C)C)=O)=O)C=C2